CC1=CN=C(O1)CC1(OCCO1)CCC1CCOCC1 5-methyl-2-((2-(2-(tetrahydro-2H-pyran-4-yl)ethyl)-1,3-dioxolan-2-yl)methyl)oxazole